C1(CCCC1)CC(=O)O Cyclopentaneacetic acid